OB1OCC2=C1C(=C(C=C2)C(=O)N[C@@H](C(C)C)C(=O)OC[C@@H]2OCCC2)C ((R)-tetrahydrofuran-2-yl)methyl (1-hydroxy-7-methyl-1,3-dihydrobenzo[c][1,2]oxaborole-6-carbonyl)-L-valinate